ClCC1CCC(CC1)CCl 1,4-bis(chloromethyl)cyclohexane